C(C)NC1=NC(C(=C2N1C=CC(=C2)C(F)(F)F)C=2C(=NC=CC2)C)=O 1-(ethylamino)-4-(2-methylpyridin-3-yl)-6-(trifluoromethyl)-3H-pyrido[1,2-c]pyrimidin-3-one